6-Chloro-8-(6-pyrrolidin-1-yl-pyridin-3-yl)-9-(2,2,2-trifluoro-ethyl)-9H-pyrido[3,4-b]indole ClC=1C=C2C3=C(N(C2=C(C1)C=1C=NC(=CC1)N1CCCC1)CC(F)(F)F)C=NC=C3